C(C)(C)(C)OC(=O)N1CC(C1)N1N=C(C(=C1N(C)C(=O)OC(C)(C)C)C(N)=O)C#C 3-(5-((tert-Butoxycarbonyl)(methyl)amino)-4-carbamoyl-3-ethynyl-1H-pyrazol-1-yl)azetidine-1-carboxylic acid tert-butyl ester